4-(6-(bis(2-hydroxyethyl)amino)-2-(bis(2-methoxyethyl)amino)-8-(4-methoxypiperidin-1-yl)pyrimido[5,4-d]pyrimidin-4-yl)-1-cyclopropylpiperazin-2-one OCCN(C=1N=C(C=2N=C(N=C(C2N1)N1CC(N(CC1)C1CC1)=O)N(CCOC)CCOC)N1CCC(CC1)OC)CCO